BrC=1C=C(C=CC1)C([C@@H](C(=O)N[C@H](C(=O)N(C)[C@H](/C=C(/C(=O)O)\C)C(C)C)C(C)(C)C)NC)(C)C (S,E)-4-((S)-2-((S)-3-(3-bromophenyl)-3-methyl-2-(methylamino)butanamido)-N,3,3-trimethylbutanamido)-2,5-dimethylhex-2-enoic acid